BrC=1SC=C(N1)C(C)(C)O 2-(2-bromo-1,3-thiazol-4-yl)-2-propanol